2-(6-(5-(6-methylpyridin-2-yl)-1H-imidazol-4-yl)quinolin-3-yl)thiazole-5-carboxylic acid CC1=CC=CC(=N1)C1=C(N=CN1)C=1C=C2C=C(C=NC2=CC1)C=1SC(=CN1)C(=O)O